C1(CC1)CN1[C@H]2[C@@]3(CC[C@@H]([C@H]4[C@@]3(C=3C(=C(C=CC3C2)O)O4)CC1)NC(CCC1=CNC4=CC=CC=C14)=O)O 17-Cyclopropylmethyl-3,14β-dihydroxy-4,5α-epoxy-6α-[3-(indol-3-yl)propanamido]morphinan